C(#N)C=1C=NN2C1C(=CC(=C2)OCCN2CCOCC2)C21CNCC(N2C(=O)[O-])C1 5-(3-cyano-6-(2-morpholinoethoxy) pyrazolo[1,5-a]pyridin-4-yl)-3,6-diazabicyclo[3.1.1]heptane-6-carboxylate